tert-Butyl ((1-((4-(difluoromethoxy)-3-((5-ethyl-2-methoxyphenyl) sulfonamido) benzo[d]isoxazol-6-yl)methyl)-1H-pyrazol-4-yl)methyl)carbamate FC(OC1=CC(=CC2=C1C(=NO2)NS(=O)(=O)C2=C(C=CC(=C2)CC)OC)CN2N=CC(=C2)CNC(OC(C)(C)C)=O)F